O[C@H]1C[C@@H](CCC1)N1C(C2(C3=C1N=C(N=C3)NC=3C(=NNC3)C(=O)OC)CC2)=O methyl 4-((7'-((1R,3R)-3-hydroxycyclohexyl)-6'-oxo-6',7'-dihydrospiro[cyclopropane-1,5'-pyrrolo[2,3-d]pyrimidin]-2'-yl)amino)-1H-pyrazole-3-carboxylate